ClC1=C(C=CC(=C1)F)C1=NC=C(N=C1)F 2-(2-chloro-4-fluoro-phenyl)-5-fluoro-pyrazine